CC1=C(C=CC=2C[Se]CC21)C 4,5-dimethyl-1,3-dihydrobenzo[c]selenophene